ClC1=CC=C(C=C1)C#CC1=C(C=CC2=CC=CC=C12)O 1-(4-chlorophenylethynyl)-2-naphthol